Methyl 3-(aminomethyl)-4-bromo-5-chloro-1-(3-((6-fluoro-3-((4-methoxybenzyl)thio)naphthalen-1-yl)oxy)propyl)-1H-indole-2-carboxylate NCC1=C(N(C2=CC=C(C(=C12)Br)Cl)CCCOC1=CC(=CC2=CC(=CC=C12)F)SCC1=CC=C(C=C1)OC)C(=O)OC